methyl (2S)-5,5-dimethyl-2-[[2-[3-[[5-(4-piperidyloxy)-2-pyridyl]oxy]phenoxy]acetyl]amino]hexanoate CC(CC[C@@H](C(=O)OC)NC(COC1=CC(=CC=C1)OC1=NC=C(C=C1)OC1CCNCC1)=O)(C)C